5-[(6-methoxypyridin-3-yl)oxy]pyridine-2-carboxylic acid methyl ester COC(=O)C1=NC=C(C=C1)OC=1C=NC(=CC1)OC